2-(4-cyclopropyl-6-methoxy-pyrimidin-5-yl)-5H-pyrrolo[3,2-d]pyrimidine C1(CC1)C1=NC=NC(=C1C=1N=CC2=C(N1)C=CN2)OC